(Z)-3-(2-(benzyloxy)benzylidene)-1-(3-chlorophenyl)pyrrolidine-2,5-dione C(C1=CC=CC=C1)OC1=C(\C=C\2/C(N(C(C2)=O)C2=CC(=CC=C2)Cl)=O)C=CC=C1